Tert-butyl 3-methyl-4-oxo-piperidine-1-carboxylate CC1CN(CCC1=O)C(=O)OC(C)(C)C